6-((1R,5S)-8-oxa-3-azabicyclo[3.2.1]oct-3-yl)-1-(1-(tetrahydro-2H-pyran-2-yl)-1H-pyrazol-3-yl)-1H-pyrazol [C@H]12CN(C[C@H](CC1)O2)C2CCCC(O2)N2N=C(C=C2)N2N=CC=C2